FC(OC1=C(C=C(C=C[N+](=O)[O-])C=C1OC)OC)F 4-Difluoromethoxy-3,5-dimethoxy-β-nitrostyrene